CON(C(=O)NCC1=CC=CC=2NC(=NC21)NC(COC(C(C)(C)C)=O)(C)C2=CC(=CC=C2)C(F)(F)F)C [2-[[4-[[[methoxy (methyl) carbamoyl] amino] methyl]-1H-benzimidazol-2-yl] amino]-2-[3-(trifluoromethyl) phenyl] propyl]2,2-dimethylpropionate